N-tert-butyl-3-[[2-(2,3-difluoro-6-methoxy-phenyl)acetyl]amino]benzamide C(C)(C)(C)NC(C1=CC(=CC=C1)NC(CC1=C(C(=CC=C1OC)F)F)=O)=O